FC=1C=CC=C2[C@H](CCOC12)N (S)-8-fluorochroman-4-amine